6-chloro-3-(3-((6-fluoro-3-((4-methoxybenzyl)thio)naphthalen-1-yl)oxy)propyl)-1-methyl-1H-indole-2-carboxylic acid ethyl ester C(C)OC(=O)C=1N(C2=CC(=CC=C2C1CCCOC1=CC(=CC2=CC(=CC=C12)F)SCC1=CC=C(C=C1)OC)Cl)C